2,2'-bipyridine-1-oxide [N+]=1(C(=CC=CC1)C1=NC=CC=C1)[O-]